N-(3-bromo-4-fluorophenyl)-2-((4-(8-chloro-2-methyl-4-oxo-quinazolin-3(4H)-yl)phenyl)thio)acetamide BrC=1C=C(C=CC1F)NC(CSC1=CC=C(C=C1)N1C(=NC2=C(C=CC=C2C1=O)Cl)C)=O